3-(((allyloxy)carbonyl)amino)propanoic acid C(C=C)OC(=O)NCCC(=O)O